4-(allyloxy)benzyl-sulfonic acid C(C=C)OC1=CC=C(CS(=O)(=O)O)C=C1